FC1=CC=C(C=C1)C1=CC(=C(C=C1)CNC(C=C)=O)C=1N=NN(N1)C N-((4'-fluoro-3-(2-methyl-2H-tetrazol-5-yl)-[1,1'-biphenyl]-4-yl)methyl)acrylamide